NC=1C=C(C=CC1)C1=C(C=C(C=C1)C=1C=NC=CC1)CCC(=O)N 3-(3'-amino-4-(pyridin-3-yl)biphenyl-2-yl)propanamide